B([O-])([O-])[O-].[Er+3].[Dy+3].B([O-])([O-])[O-] Dysprosium Erbium Borate